C(C)(=O)[C@@]1([C@@H](O[C@@H]([C@]1(O)C(C)=O)C(O)C(C)=O)N1C=NC=2C(N)=NC=NC12)O 2',3',5'-triacetyladenosine